((4-(trifluoromethyl)phenyl)sulfonyl)-4,5-dihydro-1H-pyrazole FC(C1=CC=C(C=C1)S(=O)(=O)N1N=CCC1)(F)F